N=1SC(=C2C1C=CC=C2)N2CCC(CC2)N(C(OC(C)(C)C)=O)C tert-butyl N-[1-(2,1-benzothiazol-3-yl)-4-piperidyl]-N-methyl-carbamate